BrC1=NC=C(C(=C1F)NC(OC(C)(C)C)=O)[N+](=O)[O-] tert-butyl (2-bromo-3-fluoro-5-nitropyridin-4-yl)carbamate